C(C)(C)(C)OCC1=CC=CO1 t-butylfurfurylether